sodium ferrous sulfate sodium [Na].S(=O)(=O)([O-])[O-].[Fe+2].[Na]